C(C)(C)(C)OC(=O)N1C2CC(C1CO)C2 3-(hydroxymethyl)-2-azabicyclo[2.1.1]hexane-2-carboxylic acid tert-butyl ester